6-(2,4-Dimethoxyphenyl)-2-hydroxy-1H-phenalen-1-one COC1=C(C=CC(=C1)OC)C1=CC=C2C=C(C(C=3C=CC=C1C32)=O)O